N-((1s,4s)-4-((5-chloro-4-(3-(2-oxo-1,2-dihydropyridin-3-yl)phenyl)pyrimidin-2-yl)amino)cyclohexyl)acetamide ClC=1C(=NC(=NC1)NC1CCC(CC1)NC(C)=O)C1=CC(=CC=C1)C=1C(NC=CC1)=O